(S)-N-(1-(2-chloro-3-methylphenyl)-1,4,5,7-tetrahydropyrano[3,4-c]pyrazol-4-yl)-4-ethyl-5-methyl-1H-pyrazole-3-carboxamide ClC1=C(C=CC=C1C)N1N=CC2=C1COC[C@H]2NC(=O)C2=NNC(=C2CC)C